heptacosyl-trimethyl-ammonium bromide [Br-].C(CCCCCCCCCCCCCCCCCCCCCCCCCC)[N+](C)(C)C